4-(5-methyl-1H-indol-3-yl)thiazol CC=1C=C2C(=CNC2=CC1)C=1N=CSC1